4-[bis(2-chloroethyl)amino]-L-phenylalanine hydrochloride Cl.ClCCN(C1=CC=C(C[C@H](N)C(=O)O)C=C1)CCCl